NC1=NC=CC=C1C1=NC=2C(=NC(=CC2)C=2C(N(C=CC2)C)=O)N1C1=CC=C(C(=O)OC)C=C1 methyl 4-(2-(2-aminopyridin-3-yl)-5-(1-methyl-2-oxo-1,2-dihydropyridin-3-yl)-3H-imidazo[4,5-b]pyridin-3-yl)benzoate